(3-(bromomethyl)oxetane-3-yl)methanol BrCC1(COC1)CO